CCN1CC=CN1 N-ethylpyrazoline